2-[Methyl-[4-[(E)-3-[4-(trifluoromethylsulfanyl)phenyl]prop-2-enoyl]phenyl]sulfonylamino]acetic acid CN(CC(=O)O)S(=O)(=O)C1=CC=C(C=C1)C(\C=C\C1=CC=C(C=C1)SC(F)(F)F)=O